1-(4-(8-amino-5-(4-aminocyclohex-1-en-1-yl)-3-methylimidazo[1,5-a]pyrazin-1-yl)naphthalen-1-yl)-3-phenylurea NC=1C=2N(C(=CN1)C1=CCC(CC1)N)C(=NC2C2=CC=C(C1=CC=CC=C21)NC(=O)NC2=CC=CC=C2)C